(4-bromophenyl)-2-mercaptopropanenitrile BrC1=CC=C(C=C1)C(C#N)(C)S